(5-(difluoromethoxy)-6-methyl-1-(tetrahydro-2H-pyran-2-yl)-1H-indazol-4-yl)boronic acid FC(OC=1C(=C2C=NN(C2=CC1C)C1OCCCC1)B(O)O)F